C(C)C1=C2C=CC=CC2=CC=C1F 5-ethyl-6-fluoro-naphthalene